BrC1=CC(=NC=C1)CNC(COC)(C)C N-((4-bromopyridin-2-yl)methyl)-1-methoxy-2-methylpropan-2-amine